5-(1,1'-biphenyl-3-yl)-8-(4'-phenyl-1,1'-biphenyl-4-yl)-5H,8H-indolo[2,3-c]carbazole C1(=CC(=CC=C1)N1C2=CC=CC=C2C2=C1C=CC=1N(C=3C=CC=CC3C21)C2=CC=C(C=C2)C2=CC=C(C=C2)C2=CC=CC=C2)C2=CC=CC=C2